C(N)(=O)C=1C=CC(=C2C=3CC(CCC3NC12)NC(OC(C)(C)C)=O)C1=C(C=CC=C1)F tert-butyl (8-carbamoyl-5-(2-fluorophenyl)-2,3,4,9-tetrahydro-1H-carbazol-3-yl)carbamate